CN(C=1C=C2/C(/NC(C2=CC1)=O)=C/OC1=CC=CC=C1)C (Z)-5-(dimethylamino)-3-(phenoxymethylene)isoindolin-1-one